N-((2R,3S)-2-((((CIS)-4-phenylcyclohexyl)oxy)methyl)-1-(3-(trifluoromethyl)pyridin-4-yl)pyrrolidin-3-yl)methanesulfonamide C1(=CC=CC=C1)[C@H]1CC[C@H](CC1)OC[C@@H]1N(CC[C@@H]1NS(=O)(=O)C)C1=C(C=NC=C1)C(F)(F)F